C(C)C1=CC=C(C=C1)C=CCC(C(=O)C1=CC=CC=C1)C(=O)C1=CC=CC=C1 2-(3-(4-ethylphenyl)allyl)-1,3-diphenylpropane-1,3-dione